COC1=CC=C(C=C1)CSC1=CN=C(S1)C(F)(F)F 5-[(4-methoxyphenyl)methylsulfanyl]-2-(trifluoromethyl)thiazole